CC1CCCC2(C1O)CCCCC2C 4,11-dimethylspiro[5.5]undecan-5-ol